3-(4-(2-(4-(Benzo[d]isothiazol-3-yl)piperazin-1-yl)ethyl)-2-fluorocyclohexyl)-1,1-dimethylurea S1N=C(C2=C1C=CC=C2)N2CCN(CC2)CCC2CC(C(CC2)NC(N(C)C)=O)F